(6-chloro-5-methylpyridazin-3-yl(methyl)amino)-1,3-thiazole-4-carboxylate ClC1=C(C=C(N=N1)N(C)C=1SC=C(N1)C(=O)[O-])C